perfluoro(2,3-dioxole) FC1(OOC(=C1F)F)F